Tert-Butyl ((1-(5-((2-chloro-3-(5-fluoropicolinamido)phenyl)thio)pyrazin-2-yl)-4-methylpiperidin-4-yl)methyl)carbamate ClC1=C(C=CC=C1NC(C1=NC=C(C=C1)F)=O)SC=1N=CC(=NC1)N1CCC(CC1)(C)CNC(OC(C)(C)C)=O